2-(4-(2-((1-(2,2-difluoroethyl)-6-fluoro-1H-benzo[d]imidazol-2-yl)amino)-2-oxoethyl)-2-fluorophenoxy)pyridine-3-carboxamide FC(CN1C(=NC2=C1C=C(C=C2)F)NC(CC2=CC(=C(OC1=NC=CC=C1C(=O)N)C=C2)F)=O)F